ClC1=NC=C(C(=N1)NC1CCN(CC1)C(=O)OC(C)(C)C)CNC1=C(C=CC=C1C)Cl tert-butyl 4-[[2-chloro-5-[(2-chloro-6-methyl-anilino)methyl] pyrimidin-4-yl]amino]piperidine-1-carboxylate